3'-methoxyguanosine 5'-diphosphate P(O)(=O)(OP(=O)(O)O)OC[C@@H]1[C@]([C@H]([C@@H](O1)N1C=NC=2C(=O)NC(N)=NC12)O)(O)OC